hexahydro-2-oxo-3,5-methano-2H-cyclopenta[b]furan-6-ylacrylate O=C1C2C3C(O1)C(C(C3)C2)OC(C=C)=O